COC=1C=NC2=C(C=C(C=C2C1)C)N1C[C@@H](N(C[C@@H]1C)C1=CC(N(C=2C=CC(=NC12)C#N)C)=O)C |&1:18| 8-((2S,SR)-4-(3-methoxy-6-methylquinolin-8-yl)-2,5-dimethylpiperazin-1-yl)-5-methyl-6-oxo-5,6-dihydro-1,5-naphthyridine-2-carbonitrile